ruthenium(II) trichloride monohydrate O.[Ru-](Cl)(Cl)Cl